N-(8-(methylamino)-5-((tetrahydrofuran-3-yl)methyl)-2,7-naphthyridin-3-yl)cyclopropanecarboxamide CNC=1N=CC(=C2C=C(N=CC12)NC(=O)C1CC1)CC1COCC1